BrC1=CC=C2C(N3C(C2=C1)CC=CC3)=O 9-Bromo-1,10b-dihydropyrido[2,1-a]isoindol-6(4H)-one